S(=O)([O-])[O-].[Au+3].S(=O)([O-])[O-].S(=O)([O-])[O-].[Au+3] gold sulfite